tert-butyl ((3S,4S)-3-(dimethylamino)-3'-methyl-2,3,4,5-tetrahydro-[1,1'-biphenyl]-4-yl)carbamate CN([C@H]1CC(=CC[C@@H]1NC(OC(C)(C)C)=O)C1=CC(=CC=C1)C)C